N=1C=NN2C1C=C(C=C2)OC2=CC(=C(C=C2C)NC2=NC=NC1=CC=C3C(=C21)OC[C@H]2N3CCN(C2)C(=O)OC(C)(C)C)F tert-butyl (S)-4-((4-([1,2,4]triazolo[1,5-a]pyridin-7-yloxy)-2-fluoro-5-methylphenyl)amino)-6a,7,9,10-tetrahydropyrazino[1',2':4,5][1,4]oxazino[2,3-f]quinazoline-8(6H)-carboxylate